pentamethoxymelamine CONC1=NC(=NC(=N1)N(OC)OC)N(OC)OC